COC=1C=C(C(=O)OC)C=C(C1)C#CC1=NC=CC=C1 methyl 3-methoxy-5-[2-(2-pyridyl)ethynyl]benzoate